5-chloro-3-aminopyrazine ClC=1N=C(C=NC1)N